2-(2-aminoethyl)-5-methyl-N-(pyrimidin-2-ylmethyl)-1,3-thiazole-4-carboxamide dihydrochloride Cl.Cl.NCCC=1SC(=C(N1)C(=O)NCC1=NC=CC=N1)C